COC(C1=CN=C(C=C1NC(C)C)Cl)=O 6-chloro-4-(isopropylamino)nicotinic acid methyl ester